2-(1-cyclopropyl-4-fluoro-1H-indol-6-yl)-6,7-dimethoxy-4-(piperidine-1-carbonyl)isoquinolin-1(2H)-one C1(CC1)N1C=CC2=C(C=C(C=C12)N1C(C2=CC(=C(C=C2C(=C1)C(=O)N1CCCCC1)OC)OC)=O)F